C[C@H]1[C@H]([C@H]([C@@H]([C@@H](O1)O[C@H]2[C@@H]([C@H](O[C@@H]([C@@H]2O)O)CO)O)O)O)O The molecule is a glycosylglucose consisting of alpha-L-fucopyranose and alpha-D-glucopyranose residues joined in sequence by a (1->3) glycosidic bond. It derives from an alpha-L-fucose and an alpha-D-glucose.